O(C(=O)C)CCC(=O)Cl acetoxyl-propionyl chloride